C(\C=C\C(=O)O)(=O)O.C(C1=CC=CC=C1)OC=1C=CC(=C2C=CC(NC12)=O)[C@H](CNC1CC2=CC(=C(C=C2C1)CC)CC)O (R)-8-(benzyloxy)-5-[2-[(5,6-diethyl-2,3-dihydro-1H-inden-2-yl)amino]-1-hydroxyethyl]quinolin-2(1H)-one monofumarate